1-[2-(difluoromethyl)-4-methylphenyl]-N-[(3R)-1-methylpiperidin-3-yl]pyrrolo[1,2-d][1,2,4]triazin-4-amine FC(C1=C(C=CC(=C1)C)C=1C=2N(C(=NN1)N[C@H]1CN(CCC1)C)C=CC2)F